2-{[(αR)-6-[(4R)-2,6-dioxo-4-(prop-2-en-1-yl)-1,3-diazinan-1-yl]spiro[3.3]heptan-2-yl]oxy}pyridine-3-carboxamide O=C1N(C(C[C@H](N1)CC=C)=O)C1CC2(CC(C2)OC2=NC=CC=C2C(=O)N)C1